N-(3-(7,7-difluoro-2-(methylthio)-6,7-dihydro-5H-cyclopenta[d]pyrimidin-4-yl)benzyl)-N-methylmethanesulfonamide FC1(CCC2=C1N=C(N=C2C=2C=C(CN(S(=O)(=O)C)C)C=CC2)SC)F